[Br-].O=C1OC2=CC=C(C=C2C=C1)C[N+]1=CC=CC=C1 1-((2-oxo-2H-chromen-6-yl)methyl)pyridin-1-ium bromide